NC1(CC=CC=C1)B(O)O 1-aminobenzeneboronic acid